3-cyclohexyl-1-[4-(4-nitrophenylthio)phenyl]-1,2-propanedione-2-oxime C1(CCCCC1)CC(C(=O)C1=CC=C(C=C1)SC1=CC=C(C=C1)[N+](=O)[O-])=NO